CC1=C2C(C(=CN(C2=NC(=C1)N1CC(C1)C(NC(C)C)=O)C=1SC=CN1)C(=O)O)=O 5-methyl-4-oxo-7-{3-[(propan-2-yl)carbamoyl]azetidin-1-yl}-1-(1,3-thiazol-2-yl)-1,4-dihydro-1,8-naphthyridine-3-carboxylic acid